OCC(C)(C)NC(NC1=CC(=NC=N1)NC(OC(C)(C)C)=O)=S tert-butyl (6-(3-(1-hydroxy-2-methylpropan-2-yl)thioureido)pyrimidin-4-yl)carbamate